N-(3-(5-((1-acetylpiperidin-4-yl)sulfanyl)-2-(difluoromethoxy)phenyl)-1H-pyrazol-4-yl)pyrazolo[1,5-a]pyrimidine-3-carboxamide C(C)(=O)N1CCC(CC1)SC=1C=CC(=C(C1)C1=NNC=C1NC(=O)C=1C=NN2C1N=CC=C2)OC(F)F